FC1=CC=C(C=C1)C=1C=C2C(=NC=NC2=C(C1)O)N[C@H](C)C=1C=NC(=NC1)C(F)(F)F (R)-6-(4-fluorophenyl)-4-((1-(2-(trifluoromethyl)pyrimidin-5-yl)ethyl)amino)-quinazolin-8-ol